O1C(=CC=C1)C1=NC(=NC=C1C=1C=C2C(=NC=NC2=CC1)C)NC(=O)C1CC1 N-(4-(furan-2-yl)-5-(4-methyl-quinazolin-6-yl)pyrimidin-2-yl)cyclopropylcarboxamide